[Cl-].C[NH+]1CC(CCC1)CCC 1-methyl-3-propylpiperidinium chloride